COCCS(=O)(=NC1=CC=C(C=C1)C1=NOC(=N1)C(F)(F)F)C (2-methoxyethyl)(methyl)((4-(5-(trifluoromethyl)-1,2,4-oxadiazol-3-yl)phenyl)imino)-λ6-sulfanone